ClC1=NC(=NC=C1)[C@@H]1[C@H](C1)C(=O)NC1=NC=NC(=C1)NCC=1N=C2N(C=C(C=C2)C2CC2)C1 |r| rac-(1S*,2S*)-2-(4-chloropyrimidin-2-yl)-N-(6-(((6-cyclopropylimidazo[1,2-a]pyridin-2-yl)methyl)amino)pyrimidin-4-yl)cyclopropane-1-carboxamide